CC([C@@H](C(=O)O)N(C(=O)[C@@H]1CN(CC1)CC#C)C)C (2S)-3-methyl-2-[methyl-[(3S)-1-prop-2-ynyl-pyrrolidine-3-carbonyl]amino]butanoic acid